5-methylsulfonyl-4-oxo-1-[4-(trifluoromethoxy)phenyl]cinnoline-3-carboxylic acid cyclopropylmethyl ester C1(CC1)COC(=O)C1=NN(C2=CC=CC(=C2C1=O)S(=O)(=O)C)C1=CC=C(C=C1)OC(F)(F)F